COC(=O)C1=C(N=NC=C1OC1=CC(=CC=C1)C1CC1)OC 5-(3-cyclopropylphenoxy)-3-methoxy-pyridazine-4-carboxylic acid methyl ester